10-fluoro-3,4,6,7,8,9-hexahydropyrazino[1,2-a]indol-1(2H)-one FC1=C2N(C=3CCCCC13)CCNC2=O